6,9,11-octadecatrienoic acid C(CCCCC=CCC=CC=CCCCCCC)(=O)O